COC(C1=CN=CC(=C1)N1CC(N(CC1)C(=O)C1=CC=C2C(=N1)C(CN2C2=CC(=C(C=C2)Cl)F)(C)C)(C)C)=O 5-(4-(1-(4-chloro-3-fluorophenyl)-3,3-dimethyl-2,3-dihydro-1H-pyrrolo[3,2-b]pyridine-5-carbonyl)-3,3-dimethylpiperazin-1-yl)nicotinic acid methyl ester